(5-(3-methoxypyridin-2-yl)-8-(methylamino)-2,7-naphthyridin-3-yl)cyclopropanecarboxamide COC=1C(=NC=CC1)C1=C2C=C(N=CC2=C(N=C1)NC)C1(CC1)C(=O)N